N-(3-dimethylaminopropyl)-1,4-bis(aminomethyl)benzene CN(CCCNCC1=CC=C(C=C1)CN)C